NC(C(CO)(C)NC(=O)C1=C(OC2=C1C=C(C=C2)[C@H]2[C@H](C2)C2=CC=CC=C2)C)=O N-(1-amino-3-hydroxy-2-methyl-1-oxopropan-2-yl)-2-methyl-5-(cis-2-phenylcyclopropyl)benzofuran-3-carboxamide